C(=O)C=1C=C(C=2N(C1)C=CN2)C(=O)NC=2C=NC=C(C2)C2(CC(C2)C)C2=NN=CN2C 6-formyl-N-{5-[(1r,3s)-3-methyl-1-(4-methyl-1,2,4-triazol-3-yl)cyclobutyl]pyridin-3-yl}imidazo[1,2-a]pyridine-8-carboxamide